5-[(1S,3R,4S,5R)-5-[[5-cyclopropyl-3-(2,6-dichlorophenyl)-1,2-oxazol-4-yl]methoxy]-3-methyl-2-azabicyclo[2.2.1]heptane-2-yl]pyridine-2-carboxylic acid C1(CC1)C1=C(C(=NO1)C1=C(C=CC=C1Cl)Cl)CO[C@H]1[C@@H]2[C@H](N([C@H](C1)C2)C=2C=CC(=NC2)C(=O)O)C